C(C)(C)(C)OOC1C(C(CCC1)(C)C)(C)OOC(C)(C)C di(tert-butylperOxy)trimethylcyclohexane